8-methoxy-2-methylimidazo[1,2-a]pyridin-6-amine COC=1C=2N(C=C(C1)N)C=C(N2)C